CS(=O)(=O)C=1C=C(N)C=CC1OC1=CC=CC=C1 3-(methylsulfonyl)-4-phenoxyaniline